2-(cyclopropyldifluoromethyl)-N-(4-(methylsulfonyl)but-3-en-2-yl)-4-phenoxypyrimidine-5-carboxamide C1(CC1)C(C1=NC=C(C(=N1)OC1=CC=CC=C1)C(=O)NC(C)C=CS(=O)(=O)C)(F)F